ClC1=C(C=2N=C(N=C(C2C(=N1)C#N)O)SC)F 7-chloro-8-fluoro-4-hydroxyl-2-(methylthio)pyrido[4,3-d]pyrimidine-5-carbonitrile